methyl 5-bromo-2-(bromomethyl)-3-nitrobenzoate BrC=1C=C(C(=C(C(=O)OC)C1)CBr)[N+](=O)[O-]